[I-].C(=O)(O)[C@H]1N(CCCC1)C carboxy-l-1-methylpiperidine iodide